FC=1C(=NC(=NC1)NC1=NC=C(C=C1)C1CCN(CC1)C)C1=CC=2C(N(CC3(C2S1)CCCCC3)C)=O 2'-(5-Fluoro-2-((5-(1-methylpiperidin-4-yl)pyridin-2-yl)amino)pyrimidin-4-yl)-5'-methyl-5',6'-dihydro-4'H-spiro[cyclohexane-1,7'-thieno[3,2-c]pyridin]-4'-one